ClC1=NC=C(C(=N1)C1=CN(C2=CC(=CC=C12)OC)C)Cl 3-(2,5-dichloropyrimidin-4-yl)-6-methoxy-1-methyl-1H-indole